C(C1=CC=CC=C1)NC1=CC=CC=C1 N-benzylaniline